2-((dimethylamino)methylene)-5-(naphthalen-2-yl)cyclohexane-1,3-dione CN(C)C=C1C(CC(CC1=O)C1=CC2=CC=CC=C2C=C1)=O